C(C)(C)N1C(=NC(=C1)C(F)(F)F)C1=CC=C(S1)CO (5-(1-isopropyl-4-(trifluoromethyl)-1H-imidazol-2-yl)thiophen-2-yl)methanol